COC=1C=CC2=C(N(C(=N2)CCC)CN2C(CC(C2)CCC)=O)C1 1-[(6-methoxy-2-propyl-1H-benzimidazol-1-yl)methyl]-4-propylpyrrolidin-2-one